C(#C)C1=CC=C(CN2CCN(CC2)C(=O)N2N=C(C=C2)NS(=O)(=O)C)C=C1 N-(1-(4-(4-Ethynylbenzyl)piperazine-1-carbonyl)-1H-pyrazol-3-yl)methanesulfonamide